O=C1NC(CCC1NC(=O)C1=CC=C(C=N1)N1CCC(CC1)C(=O)OC(C)(C)C)=O tert-butyl 1-(6-((2,6-dioxopiperidin-3-yl)carbamoyl)pyridin-3-yl)piperidine-4-carboxylate